S1C(=NC2=C1C=CC=C2)NC=2C1=C(C(=NN2)NC2=CC=CC(=N2)C(=O)[O-])CCC1 6-[[4-(1,3-benzothiazol-2-ylamino)-6,7-dihydro-5H-cyclopenta[d]pyridazin-1-yl]amino]pyridine-2-carboxylate